C1(CCCC1)C1=NN2C(=NC(=CC2=N1)NC(=O)C1CC1)C=1OC(=CC1)C N-[2-cyclopentyl-5-(5-methylfuran-2-yl)-[1,2,4]triazolo[1,5-c]pyrimidin-7-yl]cyclopropanecarboxamide